C(C)(C)(C)OC(=O)N1[C@@H](CN([C@H](C1)C)C=1C=2C(N(C(C1)=O)C)=CN(N2)C2OCCCC2)CC (2R,5S)-2-ethyl-5-methyl-4-(4-methyl-5-oxo-2-(tetrahydro-2H-pyran-2-yl)-4,5-dihydro-2H-pyrazolo[4,3-b]Pyridin-7-yl)piperazine-1-carboxylic acid tert-butyl ester